FC1=C(CN2[C@@H](CCC2=O)CC(=O)N[C@@H](C(C)C)C(=O)[O-])C=CC=C1F.C[N+](C)(C)C Tetramethylammonium (2-((S)-1-(2,3-difluorobenzyl)-5-oxopyrrolidin-2-yl)acetyl)-L-valinate